C[Si](OCC1=CC=CC=C1)(OCC1=CC=CC=C1)OCC1=CC=CC=C1 methyltribenzoxysilane